3-cyclopentyl-3-(4-(2-(trifluoromethyl)imidazo[4,5-d]pyrrolo[2,3-b]pyridin-1(6H)-yl)-1H-pyrazol-1-yl)Propionitrile C1(CCCC1)C(CC#N)N1N=CC(=C1)N1C(=NC=2C1=C1C(=NC2)NC=C1)C(F)(F)F